2-isopropyl-N4-(3-methoxypropyl)-6-methylsulfanyl-1,3,5-triazine-2,4-diamine C(C)(C)C1(NC(=NC(=N1)NCCCOC)SC)N